ClC1=CC(=C(O[C@@H](C)C=2N=NNN2)C=C1)C1=NOC=C1 5-[(1S)-1-[4-chloro-2-(1,2-oxazol-3-yl)phenoxy]ethyl]-2H-1,2,3,4-tetrazole